C(CC(=O)C)(=O)OCCOC(C(=C)C)=O Acetoacetoxyethylmethacrylat